C(#N)C1=CC=C(CCN[C@H](C(=O)NC2=NC=C(C=C2)N2CCOCC2)C2=CC=CC=C2)C=C1 |r| (S)- and (R)-2-((4-cyanophenethyl)amino)-N-(5-morpholinopyridin-2-yl)-2-phenylacetamide